2-(bromomethyl)-6-(4-(trifluoromethyl)cyclohexyl)pyridine BrCC1=NC(=CC=C1)C1CCC(CC1)C(F)(F)F